6-(3-hydroxynaphthalen-1-yl)-5,6,7,8-tetrahydro-2,6-naphthyridine-4-carbonitrile OC=1C=C(C2=CC=CC=C2C1)N1CC=2C(=CN=CC2CC1)C#N